(3-chloro-4-methoxy-phenyl)boronic acid ClC=1C=C(C=CC1OC)B(O)O